hexadecadienal diethyl acetal C(C)OC(C=CC=CCCCCCCCCCCC)OCC